ClC1=C(C=C2C(=N1)C=CN2C[C@H]2CN(CC2)C(=O)OC(C)(C)C)C2=CC=C(C=C2)C#N tert-butyl (3S)-3-[[5-chloro-6-(4-cyanophenyl)pyrrolo[3,2-b]pyridin-1-yl]methyl]pyrrolidine-1-carboxylate